4,4'-bis[3-(9H-carbazol-9-yl)phenyl]-2,2'-bipyridine C1=CC=CC=2C3=CC=CC=C3N(C12)C=1C=C(C=CC1)C1=CC(=NC=C1)C1=NC=CC(=C1)C1=CC(=CC=C1)N1C2=CC=CC=C2C=2C=CC=CC12